tert-butyl (1-(3-(aminomethyl)-1-(4-(trifluoromethoxy)phenyl)-1H-pyrazolo[3,4-b]pyridin-4-yl)azetidin-3-yl)carbamate NCC1=NN(C2=NC=CC(=C21)N2CC(C2)NC(OC(C)(C)C)=O)C2=CC=C(C=C2)OC(F)(F)F